NC1=NC2=CC=C(C=C2C=C1C)C(=O)N([C@H](C)C1=NC=CC=N1)CC1=NC=C(C=C1)C(C)(C)O 2-amino-N-((5-(2-hydroxy-2-propanyl)-2-pyridinyl)methyl)-3-methyl-N-((1R)-1-(2-pyrimidinyl)ethyl)-6-quinolinecarboxamide